2-Amino-5-trifluoromethylpyridine NC1=NC=C(C=C1)C(F)(F)F